3-{2-[(3R)-3-methylmorpholin-4-yl]-8-[1-(tetrahydro-2H-pyran-2-yl)-1H-pyrazol-5-yl]-1,7-naphthyridin-4-yl}pyridin-2-ol C[C@H]1N(CCOC1)C1=NC2=C(N=CC=C2C(=C1)C=1C(=NC=CC1)O)C1=CC=NN1C1OCCCC1